1-hydroxy-3-(3-sulfopropoxy)naphthalene-3,6-disulfonic acid OC=1CC(C=C2C=C(C=CC12)S(=O)(=O)O)(S(=O)(=O)O)OCCCS(=O)(=O)O